Tetracosandioic acid C(CCCCCCCCCCCCCCCCCCCCCCC(=O)O)(=O)O